NC=1C=C(OC2=CC=C(C=C2)S(=O)C2=CC=C(C=C2)OC2=CC(=CC=C2)N)C=CC1 Bis[4-(3-aminophenoxy) phenyl] sulfoxide